(3,3-Difluoro-1-piperidyl)-[rac-(5S,7S)-7-fluoro-5-phenyl-6,7-dihydro-5H-pyrrolo[1,2-b][1,2,4]triazol-2-yl]methanon FC1(CN(CCC1)C(=O)C=1N=C2N(N1)[C@@H](C[C@@H]2F)C2=CC=CC=C2)F |r|